C(C)(=O)OCC1=C(C=CC(=C1)F)Br 2-bromo-5-fluorobenzyl acetate